NC1=C(C=C(C=C1)I)C(=O)C1=CC=CC=C1 (2-amino-5-iodophenyl)(phenyl)methanone